ClC1=CC=C(C=C1)C(\C=C\C1=NC2=CC=CC=C2N=C1)=O (E)-1-(4-chlorophenyl)-3-(quinoxalin-2-yl)prop-2-en-1-one